COC(C1CCN(CC1)C1=CC=C(C=C1)[C@@H]1C=2C=CC(=CC2C(C[C@@H]1C1=C(C(=C(C(=C1[2H])[2H])[2H])[2H])[2H])(F)F)O)OC (5R,6S)-5-(4-(4-(dimethoxymethyl)piperidin-1-yl)phenyl)-8,8-difluoro-6-(phenyl-d5)-5,6,7,8-tetrahydronaphthalen-2-ol